C(N)(=O)C=CC(=O)O 3-(carbamoyl)acrylic acid